C1(=CC=CC=C1)C1=NC(=NC(=N1)C1=CC=CC=C1)C1=C(C=C(C=C1)OCCO)O 2-(4,6-diphenyl-1,3,5-triazin-2-yl)-5-(2-hydroxyethoxy)phenol